ClC1=CNC2=NC=C(C=C21)C=2C=C1CCN(CC1=C(C2)[C@H]2NCCOC2)S(=O)(=O)C2CC2 (R)-3-(6-(3-chloro-1H-pyrrolo[2,3-b]pyridin-5-yl)-2-(cyclopropylsulfonyl)-1,2,3,4-tetrahydroisoquinolin-8-yl)morpholine